di-tert-butyl (R)-6-chloro-1-((S)-2,3-dihydroxypropyl)-3,4-dihydro-1H-pyrido[3,4-b]indole-2,9-dicarboxylate ClC=1C=C2C3=C(N(C2=CC1)C(=O)OC(C)(C)C)[C@H](N(CC3)C(=O)OC(C)(C)C)C[C@@H](CO)O